4-(3-cyclopropyl-1-((4-methyl-2-oxabicyclo[2.1.1]hexan-1-yl)methyl)-4-(trifluoromethyl)-1H-pyrazole-5-carboxamido)picolinamide C1(CC1)C1=NN(C(=C1C(F)(F)F)C(=O)NC1=CC(=NC=C1)C(=O)N)CC12OCC(C1)(C2)C